BrC=1C=CC2=C(C(=NCC=3N2C(=NN3)C3=NC=NC=C3)C3=C(C=CC=C3F)F)C1Cl 8-bromo-7-chloro-6-(2,6-difluorophenyl)-1-pyrimidin-4-yl-4H-[1,2,4]triazolo[4,3-a][1,4]benzodiazepine